Cl.N1(CCNCC1)C1=C(C(=O)N)C=C(C=N1)C(F)(F)F 2-(piperazine-1-yl)-5-(trifluoromethyl)nicotinamide hydrochloride